C(C)(C)(C)C=1C=C(C=C(C1O)C(C)(C)C)CCC(=O)OCC(CO)(COCC(CO)(CO)CO)CO dipentaerythritol (3-(3,5-di-tert-butyl-4-hydroxyphenyl) propionate)